FC=1C(=CC2=C(NC(=N2)C=2C=C(C=CC2)NC2=NC=C(C=N2)C=2N=NC=CC2)C1)OC N-[3-(6-fluoro-5-methoxy-1H-benzo[d]imidazol-2-yl)phenyl]-5-pyridazin-3-yl-pyrimidin-2-amine